CC1=C(C(=O)N[C@H](C)C2=CC(=NC3=CC=CC=C23)C=2C=NN(C2)C)C=CC(=C1)CN(S(=O)(=O)C)CC=1N=CSC1 (R)-2-methyl-N-(1-(2-(1-methyl-1H-pyrazol-4-yl)quinolin-4-yl)ethyl)-4-((N-(thiazol-4-ylmethyl)methylsulfonamido)methyl)benzamide